bis-(3,5-di-tert-butyl-4-hydroxyhydrocinnamoyl)hydrazine (9Z,12Z)-(12Z,15Z)-3-((3-(dimethylamino)propanoyl)oxy)henicosa-12,15-dien-1-yloctadeca-9,12-dienoate CN(CCC(=O)OC(CCOC(CCCCCCC\C=C/C\C=C/CCCCC)=O)CCCCCCCC\C=C/C\C=C/CCCCC)C.C(C)(C)(C)C=1C=C(CCC(=O)NNC(CCC2=CC(=C(C(=C2)C(C)(C)C)O)C(C)(C)C)=O)C=C(C1O)C(C)(C)C